CC1=C(C(=C(C(=C1)C)C)\C=C\C=C\C1=CC=CC=C1)C 1,2,4,5-tetramethyl-3-((1E,3E)-4-phenylbuta-1,3-dien-1-yl)benzene